NC=1N=NC(=CC1N1N=CC(=C1)N1C(CN(CC1)C1CCC(CC1)C1=CC=CC=2N(CCOC21)[C@@H]2C(NC(CC2)=O)=O)=O)C2=C(C=CC=C2)O (3S)-3-[8-[4-[4-[1-[3-amino-6-(2-hydroxyphenyl)pyridazin-4-yl]pyrazol-4-yl]-3-oxo-piperazin-1-yl]cyclohexyl]-2,3-dihydro-1,4-benzoxazin-4-yl]piperidine-2,6-dione